3-[[4-[(3S)-3-(tert-butoxycarbonylamino)-5,5-dimethyl-hexyl]-6-(2,6-dimethylphenyl)-5-methoxy-pyrimidin-2-yl]sulfamoyl]benzoic acid C(C)(C)(C)OC(=O)N[C@@H](CCC1=NC(=NC(=C1OC)C1=C(C=CC=C1C)C)NS(=O)(=O)C=1C=C(C(=O)O)C=CC1)CC(C)(C)C